BrC1=CC=CC(O1)(C)C 6-bromo-2,2-dimethyl-2H-pyran